tert-butyl (R)-2-(((1-(4-fluoro-3-(trifluoromethoxy)phenyl)cyclopropyl)amino)methyl)pyrrolidine-1-carboxylate FC1=C(C=C(C=C1)C1(CC1)NC[C@@H]1N(CCC1)C(=O)OC(C)(C)C)OC(F)(F)F